C(C)OC(=O)C1(C(NCC1)=O)CO[Si](C)(C)C(C)(C)C.BrC1=CC=C(C=C1)C#CBr 1-bromo-4-(2-bromoethynyl)benzene ethyl-3-(((tert-butyldimethylsilyl)oxy)methyl)-2-oxopyrrolidine-3-carboxylate